tert-butyl N-(4-methoxybenzyl)-N-(6-(4-methylpiperazin-1-yl)imidazo[1,2-b]pyridazin-8-yl)glycinate COC1=CC=C(CN(CC(=O)OC(C)(C)C)C=2C=3N(N=C(C2)N2CCN(CC2)C)C=CN3)C=C1